N-(2-acetyl-6-methylpyridin-3-yl)-2,2-dimethylpropanamide C(C)(=O)C1=NC(=CC=C1NC(C(C)(C)C)=O)C